sodium nickel magnesium copper oxide [Cu]=O.[Mg].[Ni].[Na]